C(C1=CC=CC=C1)SC=1C=C2C(=NC1)C=CN2C(=O)OCCCC butyl 6-(benzylthio)-1H-pyrrolo[3,2-b]pyridine-1-carboxylate